CNN1CC=C(C=C1)NC 1,4-dimethylaminopyridine